2,2-difluorobenzo[1,3]dioxole-4-carbaldehyde FC1(OC2=C(O1)C=CC=C2C=O)F